FC1=C(C=C(C=C1)NC(C=C)=O)C1=NC(=CC2=C1C=CN2CC(C)C)NC=2SC(=CN2)C N-(4-fluoro-3-(1-isobutyl-6-((5-methylthiazol-2-yl)amino)-1H-pyrrolo[3,2-c]pyridin-4-yl)phenyl)acrylamide